CN(C1=CC=C(C=C1)C(=CC1OC(=O)C2=C(C(=C(C(=C12)Br)Br)Br)Br)C1=CC=C(C=C1)OC)C 2-(p-dimethylaminophenyl)-2-(p-methoxyphenyl)vinyl-4,5,6,7-tetrabromophthalide